C(C)(C)(C)OC(N(C1=C2C=CC=NC2=CC=C1)CC1=NC=C(C(=C1C)OC)C)=O ((4-methoxy-3,5-dimethylpyridin-2-yl)methyl)(quinolin-5-yl)carbamic acid tert-butyl ester